N-benzyl-2-chloro-N-cyclohexylacetamide C(C1=CC=CC=C1)N(C(CCl)=O)C1CCCCC1